(S)-N-((4-(cyclopropylethynyl)-6-fluoro-2-oxo-4-(trifluoromethyl)-1,2,3,4-tetrahydroquinazolin-7-yl)methyl)-4-methyl-1H-imidazole-5-carboxamide C1(CC1)C#C[C@@]1(NC(NC2=CC(=C(C=C12)F)CNC(=O)C1=C(N=CN1)C)=O)C(F)(F)F